BrC=1C=C(C(=C(C1)F)F)OC 5-Bromo-1,2-difluoro-3-methoxybenzene